2-(2',3',6'-tris(10-methylphenazin-5(10H)-yl)-[1,1'-biphenyl]-3-yl)benzo[d]oxazole CN1C2=CC=CC=C2N(C=2C=CC=CC12)C1=C(C(=CC=C1N1C=2C=CC=CC2N(C2=CC=CC=C12)C)N1C=2C=CC=CC2N(C2=CC=CC=C12)C)C1=CC(=CC=C1)C=1OC2=C(N1)C=CC=C2